butyl-thiainine C(CCC)C1SC=CC=C1